3-(3-(4-(((2,3,4-trifluorophenyl)amino)methyl)benzyl)isoxazol-5-yl)pyridin-2-amine FC1=C(C=CC(=C1F)F)NCC1=CC=C(CC2=NOC(=C2)C=2C(=NC=CC2)N)C=C1